3-(1-(4-((2-(2,6-dioxopiperidin-3-yl)-1,3-dioxoisoindolin-4-ylamino)methyl)-2-fluorobenzyl)azetidin-3-yl)benzonitrile O=C1NC(CCC1N1C(C2=CC=CC(=C2C1=O)NCC1=CC(=C(CN2CC(C2)C=2C=C(C#N)C=CC2)C=C1)F)=O)=O